FC1=CC=C(CNS(=O)(=O)C=2C(=CC(=C(C2)OC)OC)C2=CC(=CC=C2)OC)C=C1 N-(4-fluorobenzyl)-3',4,5-trimethoxy-[1,1'-biphenyl]-2-sulfonamide